5-(5-((4'-chloro-[1,1'-biphenyl]-2-yl)methyl)-2,5-diazabicyclo[2.2.2]octan-2-yl)-2-(2,6-dioxopiperidin-3-yl)-6-fluoroisoindoline-1,3-dione ClC1=CC=C(C=C1)C1=C(C=CC=C1)CN1C2CN(C(C1)CC2)C=2C=C1C(N(C(C1=CC2F)=O)C2C(NC(CC2)=O)=O)=O